CC=1C=C2C=CC(=CC2=CC1)C(=O)N1CCC(CC1)C=1C=CN=C2NC=NC12 (6-methyl-2-naphthyl)[4-(3H-1,3,4-triazainden-7-yl)-1-piperidyl]methanone